4-(2-methoxypropyl)piperazin-2-one COC(CN1CC(NCC1)=O)C